C(C1=CC=CC=C1)N1N=CC(N(C1=O)CC1=CC=CC=C1)=O 2,4-dibenzyl-1,2,4-triazine-3,5(2h,4h)-dione